N-((2R,3R,4R,5R,6R)-4,5-dihydroxy-6-(hydroxymethyl)-2-methoxytetrahydro-2H-pyran-3-yl)-4-methylbenzenesulfonamide O[C@@H]1[C@H]([C@@H](O[C@@H]([C@@H]1O)CO)OC)NS(=O)(=O)C1=CC=C(C=C1)C